2-Mono-nonyl-o-nitrophenol C(CCCCCCCC)C1(C(C=CC=C1)O)[N+](=O)[O-]